(RS)-3-Dichloroacetyl-(2-furyl)-2,2-dimethyloxazolidine ClC(C(=O)N1C(OC[C@@H]1C=1OC=CC1)(C)C)Cl |r|